C(C)(C)(C)C=1C=C(NC2=CC=C(C=C2)CNO)C=CC1 3-(tert-butyl)-N-(4-((hydroxyamino)methyl)phenyl)aniline